2-(4-(methoxymethyl)phenyl)acetamide COCC1=CC=C(C=C1)CC(=O)N